[3-(2,2-dimethylpropanoyloxymethoxy)-2-(m-tolyl)-5-pentyl-phenoxy]methyl 2,2-dimethylpropanoate CC(C(=O)OCOC1=C(C(=CC(=C1)CCCCC)OCOC(C(C)(C)C)=O)C=1C=C(C=CC1)C)(C)C